Discandium oxide [O-2].[Sc+3].[Sc+3].[O-2].[O-2]